BrC1=C(C(=C(C=C1OC(F)F)NC)[N+](=O)[O-])N(CC1=C(C=C(C=C1)OC)OC)CC1=C(C=C(C=C1)OC)OC 4-bromo-5-(difluoromethoxy)-N3,N3-bis(2,4-dimethoxybenzyl)-N1-methyl-2-nitrobenzene-1,3-diamine